Cl.NC(C(=O)O)CC(C1=CC=CC=C1)=O 2-amino-4-oxo-4-phenylbutanoic acid hydrochloride